5-fluoro-2-(methylsulfonyl)benzo[d]thiazol-6-amide FC=1C(=CC2=C(N=C(S2)S(=O)(=O)C)C1)C(=O)N